[3α]-androsta-4,16-dien-3-ol C[C@@]12C=CC[C@H]1[C@@H]1CCC3=C[C@@H](CC[C@]3(C)[C@H]1CC2)O